FC(C)(F)C1=NC(=CC(=N1)NC1=CC(=NC=C1OC)NC(C)=O)OC1CC(C1)OC N-(4-((2-(1,1-difluoroethyl)-6-(3-methoxycyclobutyl)oxypyrimidin-4-yl)amino)-5-methoxypyridin-2-yl)acetamide